[1-[2-(2,6-dioxo-3-piperidyl)-1,3-dioxo-isoindolin-5-yl]azetidin-3-yl]methyl 4-methylbenzenesulfonate CC1=CC=C(C=C1)S(=O)(=O)OCC1CN(C1)C=1C=C2C(N(C(C2=CC1)=O)C1C(NC(CC1)=O)=O)=O